3-((3-((dimethylamino)methyl)benzyl)amino)-6-fluoro-5-(1-(2-fluorophenyl)ethyl)-4H-benzo[e][1,2,4]thiadiazine 1,1-dioxide CN(C)CC=1C=C(CNC2=NS(C3=C(N2)C(=C(C=C3)F)C(C)C3=C(C=CC=C3)F)(=O)=O)C=CC1